P(OC(C1=C(C(=C(C=C1)C)C)C)=O)([O-])[O-].[Li+].[Li+] Lithium trimethylbenzoyl phosphite